tert-butyl 2-(2-(2-(2-(4-(2-(2-(((5r,8r)-4-hydroxy-3-mesityl-2-oxo-1-oxaspiro[4.5]dec-3-en-8-yl)oxy)ethoxy)ethyl)piperazin-1-yl)ethoxy)ethoxy)ethoxy)-acetate OC1=C(C(OC12CCC(CC2)OCCOCCN2CCN(CC2)CCOCCOCCOCC(=O)OC(C)(C)C)=O)C2=C(C=C(C=C2C)C)C